FC=1C=C(C=CC1)C1C(NC(N1)=O)=O 5-(m-fluorophenyl)-hydantoin